3,3'-diphenyl-4,4'-bis(4-aminophenoxy)biphenyl C1(=CC=CC=C1)C=1C=C(C=CC1OC1=CC=C(C=C1)N)C1=CC(=C(C=C1)OC1=CC=C(C=C1)N)C1=CC=CC=C1